4-nitrophenyl (R)-((6'-hydroxy-2',4',6'-trimethyl-7'-oxo-6',7'-dihydrospiro[cyclopropane-1,5'-inden]-3'-yl)methyl)carbamate O[C@@]1(C2(C(=C3C(=C(C=C3C1=O)C)CNC(OC1=CC=C(C=C1)[N+](=O)[O-])=O)C)CC2)C